2-bromo-5-ethyl-1,3,4-oxadiazole BrC=1OC(=NN1)CC